CC(C(C(=O)N1C(CCCC1)C(=O)OCCC(C1=CC(=C(C=C1)OC)OC)C1=CC(=CC=C1)OCC(=O)NCCN)=O)(CC)C (3-(2-((2-aminoethyl)amino)-2-oxoethoxy)phenyl)-3-(3,4-dimethoxyphenyl)propyl 1-(3,3-dimethyl-2-oxopentanoyl)piperidine-2-carboxylate